C(C)(C)(C)OC(=O)N1CCC(C2=CC=CC(=C12)OC)NCC=1C(=NC(=NC1)SC)NC 8-methoxy-4-[[4-(methylamino)-2-methylsulfanyl-pyrimidin-5-yl]methylamino]-2,3-dihydroquinoline-1-carboxylic acid tert-butyl ester